tert-butyl (S)-7-(hydroxymethyl)-6-(4-(((S)-5-methyl-1-(methylamino)-1-oxohexan-3-yl)amino)-5,6,7,8-tetrahydroquinazolin-2-yl)-2,6-diazaspiro[3.4]octane-2-carboxylate OC[C@H]1N(CC2(CN(C2)C(=O)OC(C)(C)C)C1)C1=NC=2CCCCC2C(=N1)N[C@H](CC(=O)NC)CC(C)C